COC1=C2C=C(NC2=CC=C1)C(=O)N[C@@H](CC(C)(C)C)C(=O)N[C@@H](C[C@H]1C(NCC1)=O)C(=O)N N-[(4-methoxy-1H-indol-2-yl)carbonyl]-4-methyl-L-leucyl-3-[(3S)-2-oxopyrrolidin-3-yl]-L-alaninamide